N-[4-(difluoromethoxy)-2,5-difluoro-phenyl]-4-(3-fluorophenyl)-1H-pyrrole-3-sulfonamide FC(OC1=CC(=C(C=C1F)NS(=O)(=O)C1=CNC=C1C1=CC(=CC=C1)F)F)F